Cl.NC/C=C/[SH2](=O)C=NC1=CC(=C(C=C1)OC)F [(1E)-3-aminoprop-1-en-1-yl][(3-fluoro-4-methoxyphenyl)imino]methyl-λ6-sulfanone hydrochloride